FC(C1=CC=C(C=C1)C#CC=1C=[N+]2N(C=3C(=NC=CN3)[N-]2)C1)(F)F 8-((4-(trifluoromethyl)phenyl)ethynyl)pyrazolo[1',2':1,2][1,2,3]triazolo[4,5-b]pyrazin-6-ium-5-ide